trifluoro-N-(4-chlorophenyl)acetamide FC(C(=O)NC1=CC=C(C=C1)Cl)(F)F